FC1=CC=C(C=C1)C=1N=C(NC1)[C@H](CCCCCC(C=1SC=CN1)=O)N1CSC=C1 (S)-N-(1-(4-(4-fluorophenyl)-1H-imidazol-2-yl)-7-oxo-7-(thiazol-2-yl)heptyl)thiazole